ClC1=CC=C(CN2N=C(C3=CC=CC=C23)NC(=O)C2=C(OC=C2)C)C=C1 N-(1-(4-chlorobenzyl)-1H-indazol-3-yl)-2-methyl-furan-3-carboxamide